ClC1=C(C=C2C(=C(N(C2=C1F)C)C=1NC(=NN1)[C@@H](COC)O)C=1C=NNC1)OC (S)-1-(5-(6-chloro-7-fluoro-5-methoxy-1-methyl-3-(1H-pyrazol-4-yl)-1H-indol-2-yl)-4H-1,2,4-triazol-3-yl)-2-methoxyethan-1-ol